(5RS)-3-Oxo-2-(5,6,7,8-tetrahydronaphthalen-2-ylmethyl)-2,3,5,6,7,8-hexahydro[1,2,4]triazolo[4,3-a]pyridine-5-carboxylic acid O=C1N(N=C2N1[C@H](CCC2)C(=O)O)CC2=CC=1CCCCC1C=C2 |r|